2-(((2-(4-(2-hydroxyethyl)piperazin-1-yl)ethyl)amino)methylene)-5-(4-methoxy-naphthalen-1-yl)cyclohexane-1,3-dione OCCN1CCN(CC1)CCNC=C1C(CC(CC1=O)C1=CC=C(C2=CC=CC=C12)OC)=O